NC([C@H](C[C@H]1C(NC(C1)(C)C)=O)NC([C@H](CC(C)(C)C)NC([C@H](C(C)(C)C)NC(OC(C)(C)C)=O)=O)=O)=O tert-butyl ((S)-1-(((S)-1-(((S)-1-amino-3-((R)-5,5-dimethyl-2-oxopyrrolidin-3-yl)-1-oxopropan-2-yl)amino)-4,4-dimethyl-1-oxopentan-2-yl)amino)-3,3-dimethyl-1-oxobutan-2-yl)carbamate